Nε-[1-(4,4-dimethyl-2,6-dioxocyclohex-1-ylidene)-3-methylbutyl]-L-lysine CC1(CC(C(C(C1)=O)=C(CC(C)C)NCCCC[C@H](N)C(=O)O)=O)C